BrC1=CC(=NC=C1)C1CC(C1)(F)F 4-bromo-2-(3,3-difluorocyclobutyl)pyridine